C(C)(C)(C)C1=C(C(=CC(=C1)C=1OC2=CC(=CC=C2C(C1)=O)O)C(C)(C)C)[O-] 2,6-bis(tert-butyl)-4-(7-hydroxy-4-oxo-4H-chromen-2-yl)phenolate